C(N)(OC(C1OCC2=C(C=CC=C12)C=1C=NC=CC1)CC(C)(C)C)=O Racemic-tert-butylmethyl((4-(pyridin-3-yl)-1,3-dihydroisobenzofuran-1-yl)methyl) carbamate